C[C@@H]1CC[C@H](CN1)OC=1C=C2CN(C(C2=CC1)=O)C1C(NC(CC1)=O)=O 3-(5-(((3r,6r)-6-methylpiperidin-3-yl)oxy)-1-oxoisoindolin-2-yl)piperidine-2,6-dione